C(N)(OCC(COC(N)=S)N(C)C)=S S-[2-(dimethylamino)-1,3-propanediyl] dicarbamothioate